FC=1C(=C(C=O)C(=CC1)F)OC 3,6-DIFLUORO-2-METHOXYBENZALDEHYDE